2-((5-isobutyl-4-(3-phenoxyphenyl)thiazol-2-yl)amino)-5-(thiophen-2-yl)nicotinic acid C(C(C)C)C1=C(N=C(S1)NC1=C(C(=O)O)C=C(C=N1)C=1SC=CC1)C1=CC(=CC=C1)OC1=CC=CC=C1